C(C=C)(=O)N1C[C@H](CCC1)C1=CN(C=2C(=NNC(C21)=O)N)C2=CC=C(C=C2)OC2=CC=C(C=C2)F (R)-3-(1-Acryloylpiperidin-3-yl)-7-amino-1-(4-(4-fluorophenoxy)phenyl)-1,5-dihydro-4H-pyrrolo[2,3-d]pyridazin-4-on